N,N-dimethylhexyl-amine CN(C)CCCCCC